4-(3'-chloro-biphenyl-3-yl)-2,6-diphenyl-pyridine ClC=1C=C(C=CC1)C1=CC(=CC=C1)C1=CC(=NC(=C1)C1=CC=CC=C1)C1=CC=CC=C1